3-(4-bromophenyl)bicyclo[1.1.1]Pentane-1-carboxylic acid BrC1=CC=C(C=C1)C12CC(C1)(C2)C(=O)O